OCCCCN(C(CCCCCSCC(CCCCCC)C1C2(CC3CC(CC1C3)C2)C(=O)[O-])CCCCCSCC(CCCCCC)C2C3(CC1CC(CC2C1)C3)C(=O)[O-])C ((6-((4-Hydroxybutyl)(methyl)amino)undecane-1,11-diyl)bis(sulfanediyl))bis-(octane-1,2-diyl)-bis(adamantane-1-carboxylate)